2-ethynyl-N-(4-(1-hydroxyisoquinolin-8-yl)phenethyl)thiazole-4-carboxamide C(#C)C=1SC=C(N1)C(=O)NCCC1=CC=C(C=C1)C=1C=CC=C2C=CN=C(C12)O